O=C1N(C(C2=CC=CC=C12)=O)C(C(=O)\N=C(\SC)/N(C(OC(C)(C)C)=O)C)C tert-butyl N-[(E)-N-[2-(1,3-dioxoisoindolin-2-yl)propanoyl]-C-methylsulfanyl-carbonimidoyl]-N-methyl-carbamate